4-(3-(2-ethoxy-6-(ethylsulfonyl)pyridin-3-yl)-4-fluorophenyl)-7-ethyl-7H-imidazo[4,5-c]Pyridazine C(C)OC1=NC(=CC=C1C=1C=C(C=CC1F)C=1C2=C(N=NC1)N(C=N2)CC)S(=O)(=O)CC